C(C)(C)(C)C=1C=C(NN1)NC(=O)NC1=CC=C(C=C1)N1C=NC2=C1C=CC(=C2)OCCOCCNC=2C=C1C(N(C(C1=CC2)=O)C2C(NC(CC2)=O)=O)=O 1-(5-tert-butyl-2H-pyrazol-3-yl)-3-{4-[5-(2-{2-[2-(2,6-dioxopiperidin-3-yl)-1,3-dioxo-2,3-dihydro-1H-isoindol-5-ylamino]-ethoxy}-ethoxy)-benzimidazol-1-yl]-phenyl}-urea